5-[2-hydroxy-3-(trimethylolmethylamino)-propoxy]-2-methyl-1-(methylphenyl)indol-3-one OC(COC=1C=C2C(C(N(C2=CC1)C1=C(C=CC=C1)C)C)=O)CNC(CO)(CO)CO